BrC=1C(=C(OCCC(C(=O)O)F)C(=CC1)F)F 4-(3-bromo-2,6-difluorophenoxy)-2-fluorobutanoic acid